C(C)(C)C1(C(=CC(=C1)C(C)C)C(C)C)[Zr](N(CC)CC)(N(CC)CC)N(CC)CC (1,2,4-triisopropylcyclopentadienyl)tris(diethylamino)zirconium